C(C)(C)(C)N(C(O)=O)[C@H](C(=O)NC1=CC=C(C=C1)SCC1=CC=CC=C1)CC1=CC=CC=C1.BrC[C@](C(=O)NC=1C(=NC(=CC1)C#N)C(F)(F)F)(C)O (R)-3-bromo-N-(6-cyano(trifluoromethyl)pyridin-3-yl)-2-hydroxy-2-methylpropanamide (S)-tert-butyl-1-(4-(benzylthio)phenylamino)-1-oxo-3-phenylpropan-2-ylcarbamate